FC(C1=CC(=NO1)C=CC1CCC2(CN(C2)C(=O)OC(C)(C)C)CC1)(F)F tert-butyl 7-(2-(5-(trifluoromethyl)isoxazol-3-yl)vinyl)-2-azaspiro[3.5]nonane-2-carboxylate